C(CCCCCCC\C=C/C\C=C/CCCCC)(=O)O (10Z,12Z)-octadec-9,12-dienoic acid